5-(pyrrolidin-1-ylmethyl)thiazol-2-amine N1(CCCC1)CC1=CN=C(S1)N